FC(C(C(=O)O)(C(=O)O)C(F)(F)F)(F)F 2,2-bis(trifluoromethyl)malonic acid